{(S)-14-[(E)-3-(2-Acetyl-5-chloro-phenyl)-acryloylamino]-9-oxo-8,16,18-triaza-tricyclo[13.2.1.02,7]octadeca-1(17),2,4,6,15(18)-pentaen-5-yl}-carbamic Acid methyl ester COC(NC1=CC=C2C3=CNC([C@H](CCCCC(NC2=C1)=O)NC(\C=C\C1=C(C=CC(=C1)Cl)C(C)=O)=O)=N3)=O